FC1=CC=C(C=C1)C1=CC=C(N=N1)NC1C[C@@H]2[C@@H](CN(C2)CC2CCOCC2)C1 (3aR,5s,6aS)-N-[6-(4-fluorophenyl)pyridazin-3-yl]-2-(tetrahydropyran-4-ylmethyl)-3,3a,4,5,6,6a-hexahydro-1H-cyclopenta[c]pyrrol-5-amine